ClC1=CC=C(C(=N1)NCC1=CC=C(C=C1)C=1N(C=C(N1)C(F)(F)F)C)/C=C/C(=O)OCC ethyl (E)-3-(6-chloro-2-((4-(1-methyl-4-(trifluoromethyl)-1H-imidazol-2-yl)benzyl)amino)pyridin-3-yl)acrylate